1-(2,4-dichlorophenyl)-2-bromoethanol ClC1=C(C=CC(=C1)Cl)C(CBr)O